1-propyl-3-methyl-imidazole acetate C(C)(=O)O.C(CC)N1CN(C=C1)C